BrC1=C(C(=C(C(=O)OCC)C=C1OCC)C)OCC ethyl 4-bromo-3,5-diethoxy-2-methylbenzoate